Ethyl 6-(8-(benzo[d]thiazol-2-ylcarbamoyl)-5-(benzyloxy)-3,4-dihydroisoquinolin-2(1H)-yl)-3-(1-(cyclohexylmethyl)-5-methyl-1H-pyrazol-4-yl)picolinate S1C(=NC2=C1C=CC=C2)NC(=O)C=2C=CC(=C1CCN(CC21)C2=CC=C(C(=N2)C(=O)OCC)C=2C=NN(C2C)CC2CCCCC2)OCC2=CC=CC=C2